(4,6-dimethyl-1-phenyl-6,7-dihydro-1H-[1,2,3]triazolo[4,5-c]pyridin-5(4H)-yl)methanone CC1N(C(CC2=C1N=NN2C2=CC=CC=C2)C)C=O